3-(but-3-ene-1-yl)quinazolin-4(3H)-one C(CC=C)N1C=NC2=CC=CC=C2C1=O